CN1C(=O)C2=CC3=CC=C(C=C3C=C2C1=O)[N+](=O)[O-] N-methyl-6-nitronaphthalene-2,3-dicarboximide